(1-naphthyl)[8-(diphenylphosphino)quinoline] nickel chloride [Ni](Cl)Cl.C1(=CC=CC2=CC=CC=C12)C1=NC2=C(C=CC=C2C=C1)P(C1=CC=CC=C1)C1=CC=CC=C1